O1C2=C(OCC1)C(=CC=C2)C2=C(C=C1C(=N2)C(=NN1)C=1C=CC(=NC1)N1C[C@H]2N(CC1)C[C@@H](C2)O)OC (7r,8as)-2-(5-(5-(2,3-dihydrobenzo[b][1,4]dioxin-5-yl)-6-methoxy-1H-pyrazolo[4,3-b]pyridin-3-yl)pyridin-2-yl)octahydropyrrolo[1,2-a]pyrazin-7-ol